2-(2,6-dioxo-3-piperidyl)-5-[4-[[4-[[1-[6-[5-(1-methylcyclopropoxy)-2H-indazol-3-yl]pyrimidin-4-yl]-4-piperidyl]methoxy]-1-piperidyl]methyl]-1-piperidyl]isoindoline-1,3-dione O=C1NC(CCC1N1C(C2=CC=C(C=C2C1=O)N1CCC(CC1)CN1CCC(CC1)OCC1CCN(CC1)C1=NC=NC(=C1)C=1NN=C2C=CC(=CC12)OC1(CC1)C)=O)=O